C(C)(C)(C)NC(C1=CC(=CC(=C1)NC(=O)C1CCCC1)NC(=O)C1CCCC1)=O N-tert-butyl-3,5-bis-(cyclopentanecarbonylamino)-benzamide